tert-butyl (2-amino-3-methylphenyl)carbamate NC1=C(C=CC=C1C)NC(OC(C)(C)C)=O